methoxyketene COC=C=O